N-(6-(1-((3S,4S)-4-fluoro-3-methyltetrahydrofuran-3-yl)piperidin-4-yl)-7-methylisoquinolin-3-yl)-2-methyl-3-(1-methyl-1H-pyrazol-4-yl)cyclopropane-1-carboxamide F[C@H]1[C@@](COC1)(C)N1CCC(CC1)C=1C=C2C=C(N=CC2=CC1C)NC(=O)C1C(C1C=1C=NN(C1)C)C